2,4-difluoro-N-(2-methoxy-5-(5-(piperazin-1-yl)isoquinolin-3-yl)pyridin-3-yl)benzenesulfonamide FC1=C(C=CC(=C1)F)S(=O)(=O)NC=1C(=NC=C(C1)C=1N=CC2=CC=CC(=C2C1)N1CCNCC1)OC